C[Si](CC(CC(=O)NC=1C=CC=C2C=CC=NC12)CC1=CC=C(C=C1)C)(C1=CC=CC=C1)C 4-[Dimethyl(phenyl)silyl]-3-(4-methylbenzyl)-N-(quinolin-8-yl)butanamide